OC(C(=O)OCC#CC(=O)N(C(C)C)C(C)C)C 4-(diisopropylamino)-4-oxobut-2-yn-1-yl 2-hydroxypropanoate